C(C)C1=CC=C(C=C1)S(=O)(=O)C=1C=NC2=CC=C(C=C2C1N1N=CN=C1)OC(F)(F)F 3-((4-ethylphenyl)sulfonyl)-4-(1H-1,2,4-triazol-1-yl)-6-(trifluoromethoxy)quinoline